OC=1C=CC(=C(C(=O)O)C1)[N+](=O)[O-] 5-hydroxy-2-nitro-benzoic acid